4-(4-(hydroxymethyl)phenyl)-2-(trifluoromethyl)imidazo[1,2-a][1,8]naphthyridine-8-carbohydrazide OCC1=CC=C(C=C1)C=1C=2C=CC=3N(C2N=C(C1)C(F)(F)F)C=C(N3)C(=O)NN